C(#N)C(C(=O)N)C(C(C(=O)N)C#N)CC(C)C 2,4-dicyano-3-isobutylglutaramide